[Cl-].[Cl-].CC=1C(C2=CC=CC(=C2C1)C1=CC=CC=C1)[Zr+2] 2-methyl-4-phenyl-indenylzirconium dichloride